C(C1=CC=CC=C1)(=O)N[C@H](C=1N=C2N(N=CC(=C2)CNC(=O)C2N(CCCC2C(F)(F)F)C(=O)[O-])C1)C1CCCCC1 2-(((2-((S)-benzamido(cyclohexyl)methyl)imidazo[1,2-b]pyridazin-7-yl)methyl)carbamoyl)-3-(trifluoromethyl)piperidine-1-carboxylate